acryloxyethyltrimellitic acid C(C=C)(=O)OCCC1=C(C(C(=O)O)=CC=C1C(=O)O)C(=O)O